ClC1=CC=C(C=C1)S(=O)(=O)NC=1NN2C(=NC(=CC2C2=CC=C(C=C2)F)C2=CC=CC=C2)N1 4-chloro-N-[7-(4-fluorophenyl)-5-phenyl-1,7-dihydro-[1,2,4]triazolo[1,5-a]pyrimidin-2-yl]benzenesulfonamide